9-(Boc-amino)-1-nonanol C(=O)(OC(C)(C)C)NCCCCCCCCCO